(1R*,2S*)-5'-chloro-1'-methyl-2'-oxospiro[cyclopropane-1,3'-indoline]-2-carboxylic acid ClC=1C=C2[C@]3(C(N(C2=CC1)C)=O)[C@H](C3)C(=O)O |o1:4,12|